4-(phenylamino)-2-(2-(thiophen-2-yl)ethylamino)pyrimidine-5-carboxamide C1(=CC=CC=C1)NC1=NC(=NC=C1C(=O)N)NCCC=1SC=CC1